N,N,N'-Tris(2-hydroxyethyl)-N'-octadecyl-1,3-diaminopropan dihydrofluorid F.F.OCCN(CCCN(CCCCCCCCCCCCCCCCCC)CCO)CCO